3,7,9-trimethyl-1,6-decadien-3-ol CC(C=C)(CCC=C(CC(C)C)C)O